CC1=C(C=CC=C1)NS(=O)(=O)C1=CC=C(C=C1)NC(NCC=1C=NC=CC1)=O 3-{4-[(2-methylphenyl)sulfamoyl]phenyl}-1-(pyridin-3-ylmethyl)urea